C(C)(C)(C)C=1C=C(C=2NC3=CC=C(C=C3C2C1)C(C)(C)C)C=O 3,6-di-tert-butyl-1-formylcarbazole